C1=CC=CC=2C3=CC=CC=C3N(C12)C1=CC=C(C=C1)C=1C(=C(C(=C(C1C1=CC=C(C=C1)N1C2=CC=CC=C2C=2C=CC=CC12)C1=CC=C(C=C1)N1C2=CC=CC=C2C=2C=CC=CC12)C1=CC=C(C=C1)N1C2=CC=CC=C2C=2C=C(C=CC12)C)C#N)C=1SC2=C(N1)C=CC=C2 5',6'-bis(4-(9H-carbazol-9-yl)phenyl)-4'-(benzo[d]thiazol-2-yl)-4-(9H-carbazol-9-yl)-4''-(3-methyl-9H-carbazol-9-yl)-[1,1':2',1''-terphenyl]-3'-carbonitrile